(E)-diazene-1,2-diyl-bis(piperidin-1-yl-methanone) N(=N\C(=O)N1CCCCC1)/C(=O)N1CCCCC1